C(C1CO1)N1C(N(C(N(C1=O)CC1CO1)=O)CC1CO1)=O 1,3,5-tris(2,3-epoxypropyl)-1,3,5-triazine-2,4,6(1H,3H,5H)-trion